CN1N=CC(=C1)C1=NC=CC(=C1)OC=1C=C2C(N(C=NC2=CC1)CC=1C=NC(=CC1)C(F)(F)F)=O 6-{[2-(1-methylpyrazol-4-yl)-4-pyridyl]oxy}-3-{[6-(trifluoromethyl)-3-pyridyl]methyl}quinazolin-4-one